8-[(1-cyclobutyl-4-piperidyl)oxy]-4-[(2R)-3-(3,4-dihydro-1H-isoquinolin-2-yl)-2-hydroxy-propyl]-2,3-dihydro-1,4-benzoxazepin-5-one C1(CCC1)N1CCC(CC1)OC1=CC2=C(C(N(CCO2)C[C@@H](CN2CC3=CC=CC=C3CC2)O)=O)C=C1